ClC1=NC2=CC=CC=C2C(=C1Cl)Br 2,3-dichloro-4-bromoquinoline